N[C@]1(CN(CC1)C1=C(CN2C3=NC=NC(=C3N=C2)N)C(=CC(=C1)Cl)Br)COC (R)-9-(2-(3-amino-3-(methoxymethyl)pyrrolidin-1-yl)-6-bromo-4-chlorobenzyl)-9H-purin-6-amine